C1(=CC=CC=C1)S(=O)(=O)ON=C(C1=CC=C(C=C1)OC)C#N α-(benzenesulfonyloxyimino)-4-methoxybenzyl cyanide